C(CCCCCCC\C=C\CC=CCCCCC)(=O)OCC trans-ethyl 9,12-octadecadienoate